C(C)OC=1C(=NC=CC1)OC=1C=NC=C(C1)[Sn](CCCC)(CCCC)CCCC 3-Ethoxy-2-{[5-(tributylstannanyl)pyridin-3-yl]oxy}pyridine